3-[2-(3-Cyano-5-fluoro-phenyl)ethynyl]-6,8-dihydro-5H-[1,2,4]triazolo[4,3-a]pyrazine-7-carboxylic acid ethyl ester C(C)OC(=O)N1CC=2N(CC1)C(=NN2)C#CC2=CC(=CC(=C2)F)C#N